t-butyl 1-(pyridin-3-ylcarbamoyl)-6-azaspiro[2.5]octane-6-carboxylate N1=CC(=CC=C1)NC(=O)C1CC12CCN(CC2)C(=O)OC(C)(C)C